[6-(2-hydroxypropan-2-yl)pyridin-3-yl]acetamide OC(C)(C)C1=CC=C(C=N1)CC(=O)N